3-(4-chloro-1H-indol-6-yl)-1-(5,6,7,8-tetrahydroisoquinolin-5-yl)urea ClC1=C2C=CNC2=CC(=C1)NC(NC1C=2C=CN=CC2CCC1)=O